ClC=1C=CC=C2C(C(CS(C12)(=O)=O)C(C(=O)OCC)=O)=O Ethyl 2-(8-chloro-1,1-dioxido-4-oxothiochroman-3-yl)-2-oxoacetate